ClC1=CC(=C(C=C1)NC(C1=C(C=C(C=C1)C)F)=O)O N-(4-chloro-2-hydroxyphenyl)-2-fluoro-4-methylbenzamide